cis-(6S,8R)-N-(5-cyano-6-(difluoromethoxy)pyridin-3-yl)-2-fluoro-8-methyl-8-(1-methyl-1H-pyrazol-3-yl)-7,8-dihydro-6H-cyclopenta[e]pyrazolo[1,5-a]pyrimidine-6-carboxamide C(#N)C=1C=C(C=NC1OC(F)F)NC(=O)[C@H]1C[C@](C2=C1C=NC=1N2N=C(C1)F)(C1=NN(C=C1)C)C